BrC=1C(=CC2=C(N(C(=N2)C2CCC(CC2)C(=O)OC)C)C1)OC methyl 4-(6-bromo-5-methoxy-1-methyl-benzimidazol-2-yl)cyclohexanecarboxylate